5-(3-(tert-butyl)-7-chloro-2-methyl-1,1-dioxido-5-phenyl-2,3,4,5-tetrahydrobenzo[f][1,2,5]thiadiazepin-8-yl)-2-fluorobenzoic acid C(C)(C)(C)C1N(S(C2=C(N(C1)C1=CC=CC=C1)C=C(C(=C2)C=2C=CC(=C(C(=O)O)C2)F)Cl)(=O)=O)C